N-(5-(tert-butyldimethylsilyloxy)pyridin-2-yl)-4-(5-chloropyridin-2-yl)piperazine-1-sulfonamide [Si](C)(C)(C(C)(C)C)OC=1C=CC(=NC1)NS(=O)(=O)N1CCN(CC1)C1=NC=C(C=C1)Cl